(S)-N-[(R)-[1-[3-amino-2-(aminomethyl)propanoyl]piperidin-4-yl][4,5-dichloro-2-(prop-2-en-1-yloxy)phenyl]methyl]-2-methylpropane-2-sulfinamide NCC(C(=O)N1CCC(CC1)[C@@H](N[S@@](=O)C(C)(C)C)C1=C(C=C(C(=C1)Cl)Cl)OCC=C)CN